ClC=1C(=CC(=C(C1)S(=O)(=O)N(C=1SC=CN1)CC1=C(C=C(C=C1)OC)OC)F)NC(CN1CCCC1)C1=CC=CC=C1 5-chloro-N-(2,4-dimethoxybenzyl)-2-fluoro-4-((1-phenyl-2-(pyrrolidin-1-yl)ethyl)amino)-N-(thiazol-2-yl)benzenesulfonamide